BrC=1C=C(C=CC1C)C[C@]1(C[C@H](CC1)NS(=O)(=O)C)C(=O)N (1R,3S)-1-[(3-bromo-4-methylphenyl)methyl]-3-methanesulfonamidocyclopentane-1-carboxamide